C12CNCC2N(C1)C=1C(NC(=CN1)SC1=C(C(=CC=C1)Cl)Cl)=O 3-(3,6-Diazabicyclo[3.2.0]heptan-6-yl)-6-((2,3-dichlorophenyl)thio)pyrazin-2(1H)-on